N-(4-cyclohexylbenzyl)-5-fluoro-1-((2-(trimethylsilyl)ethoxy)methyl)-1H-indazol-6-amine C1(CCCCC1)C1=CC=C(CNC2=C(C=C3C=NN(C3=C2)COCC[Si](C)(C)C)F)C=C1